(2-(2-methoxyethoxy)-ethoxy)ethoxy-e-caprolactone COCCOCCOCCOC1C(=O)OCCCC1